3-(6-bromopyrazin-2-yl)-6-(3,3-difluorocyclobutyl)-7-methoxy-imidazo[1,2-b]pyridazine BrC1=CN=CC(=N1)C1=CN=C2N1N=C(C(=C2)OC)C2CC(C2)(F)F